tantalum Aluminum [Al].[Ta]